[Al].[Li].BrC1=CC=C(C=C1)C1=CC=C(C=C1)C1=CC=CC2=CC=CC=C12 4-bromo-4'-(naphthalen-1-yl)biphenyl lithium-aluminum